(S)-pivalic acid 3-bromo-4-(6-((1-(3-fluoropropyl) pyrrolidin-3-yl) oxy) pyridin-3-yl)-2H-thiochromen-7-yl ester BrC=1CSC2=CC(=CC=C2C1C=1C=NC(=CC1)O[C@@H]1CN(CC1)CCCF)OC(C(C)(C)C)=O